C1=CC=CC=2C3=CC=CC=C3C(C12)COC(=O)N[C@H](C(=O)O)CC1=CC(=NC=C1)C#N (S)-2-((((9H-fluoren-9-yl)methoxy)carbonyl)amino)-3-(2-cyanopyridin-4-yl)propionic acid